C(C)OC(CCC(=O)C1=NC2=CC(=CC=C2C(=C1O)Br)C1=C(C=CC=C1)C(F)(F)F)=O 4-[4-bromo-3-hydroxy-7-(2-trifluoromethyl-phenyl)-quinolin-2-yl]-4-oxo-butyric acid ethyl ester